4-hydroxy-4'-hydroxymethyl-biphenyl OC1=CC=C(C=C1)C1=CC=C(C=C1)CO